C(CCC)NP(N)(N)=S n-butylthiophosphoric acid triamide